C(CCCCC)N Monohexylamine